2-chloro-N-[2-(1H-indol-3-yl)ethyl]-8-methyl-6,7-dihydropyrimido[5,4-b][1,4]oxazin-4-amine ClC=1N=C(C=2OCCN(C2N1)C)NCCC1=CNC2=CC=CC=C12